4-(7-(2-amino-5-ethynyl-6-fluoroisoquinolin-4-yl)-2-((1-((dimethylamino)methyl)-2,2-Difluorocyclopropyl)methoxy)-6,8-difluoroquinazolin-4-yl)-6-methyl-1,4-oxaazepan-6-ol NN1CC2=CC=C(C(=C2C(=C1)C1=C(C=C2C(=NC(=NC2=C1F)OCC1(C(C1)(F)F)CN(C)C)N1CCOCC(C1)(O)C)F)C#C)F